(tetrahydrofuran-2-yl) furan-2-thiocarboxylate O1C(=CC=C1)C(OC1OCCC1)=S